BrC1=NN2C(N=CC=C2C2=CC(=C(C(=O)O)C=C2)C2CCCC2)=C1 4-(2-Bromopyrazolo[1,5-a]pyrimidin-7-yl)-2-cyclopentylbenzoic Acid